2-Methyl-2H-indazole-5-carboxaldehyde CN1N=C2C=CC(=CC2=C1)C=O